2,2-Bis(hydroxyl-methyl)propionic acid OCC(C(=O)O)(C)CO